N#[C-].C1(=CC(=CC(=C1)C)C)C.C1(=CC(=CC(=C1)C)C)C bis(mesitylene) isonitrile